ClC=1C(=NC(=NC1)N[C@H]1[C@@H]([C@@H]2CO[C@H](C1)O2)O)C=2C=C(C1=C(N(C(=N1)N1C[C@@H](CC1)F)C(C)C)C2)F (1S,2S,3R,5S)-3-((5-chloro-4-(4-fluoro-2-((R)-3-fluoropyrrolidin-1-yl)-1-isopropyl-1H-benzo[d]imidazol-6-yl)pyrimidin-2-yl)amino)-6,8-dioxabicyclo[3.2.1]octan-2-ol